(S)-3-(3-fluoro-4-(6-(2-vinyl-2H-tetrazol-5-yl)pyridin-3-yl)phenyl)-5-(1-hydroxyethyl)oxazolidin-2-one FC=1C=C(C=CC1C=1C=NC(=CC1)C=1N=NN(N1)C=C)N1C(O[C@@H](C1)C(C)O)=O